BrC1=CC=C(C=C1)N(C1=CC(=CC=C1)C1=CC2=CC=CC=C2C=C1)C1=CC=C(C=C1)Br N,N-bis(4-bromophenyl)-3-(naphthalen-2-yl)aniline